NC1=C(C=C(C=C1F)C(=O)C1=CC=C2C(=CC=CN12)C1=C(C2=C(N(C(=N2)C)C)C=C1OC)Cl)F (4-amino-3,5-difluorophenyl)(8-(4-chloro-6-methoxy-1,2-dimethyl-1H-benzo[d]imidazol-5-yl)indolizin-3-yl)methanone